lithium nickel-tungsten oxide [W]=O.[Ni].[Li]